BrC1=C(C2=C(N=NC(=C2)C2=C(C=CC=C2)OCOC)N1COCC[Si](C)(C)C)CCOC1COCC1 6-bromo-3-(2-(methoxymethoxy)phenyl)-5-(2-((tetrahydrofuran-3-yl)oxy)ethyl)-7-((2-(trimethylsilyl)ethoxy)methyl)-7H-pyrrolo[2,3-c]pyridazine